C(C)N1N=NC2=C1C=C(C=C2)C2=CNC=1N=C(N=CC12)N[C@@H]1C[C@@H](C1)OC 5-(1-ethyl-1H-benzo[d][1,2,3]triazol-6-yl)-N-(cis-3-methoxycyclobutyl)-7H-pyrrolo[2,3-d]pyrimidin-2-amine